C(C)(C)(C)OC(=O)NCC(CN(CCCCCCCC(=O)OC(CCCCCCCC)CCCCCCCC)CCCCCCOC(=O)OCCCCCCCCC)O heptadecan-9-yl 8-((3-((tert-butoxycarbonyl)amino)-2-hydroxypropyl)(6-(((nonyloxy)carbonyl)oxy)hexyl)amino)octanoate